L-aspartic acid 4-allyl ester 1-benzyl ester C(C1=CC=CC=C1)OC([C@@H](N)CC(=O)OCC=C)=O